C(C=C)(=O)N1[C@H](CN(CC1)C1=CC(=NC=2CN(CCC12)C1=CC=CC2=CC=CC(=C12)C)C(=O)NC[C@]1(CNCCC1)F)CC#N 4-((S)-4-acryloyl-3-(cyanomethyl)piperazin-1-yl)-N-(((S)-3-fluoropiperidin-3-yl)methyl)-7-(8-methylnaphthalen-1-yl)-5,6,7,8-tetrahydro-1,7-naphthyridine-2-carboxamide